2-Amino-N-[4-fluoro-2-methyl-5-[[1-[(3R)-oxolan-3-yl]pyrazol-3-yl]carbamoyl]phenyl]-1,3-thiazole-5-carboxamide NC=1SC(=CN1)C(=O)NC1=C(C=C(C(=C1)C(NC1=NN(C=C1)[C@H]1COCC1)=O)F)C